C(C)(C)C1CCC(C2=CCC(=CC12)C)C 1,2,3,4,6,8a-hexahydro-1-isopropyl-4,7-dimethyl-naphthalene